N-(2-(4-(3-(6-ethoxy-5-methoxypyridin-3-yl)-1,2,4-oxadiazol-5-yl)piperidin-1-yl)-2-oxoethyl)benzamide C(C)OC1=C(C=C(C=N1)C1=NOC(=N1)C1CCN(CC1)C(CNC(C1=CC=CC=C1)=O)=O)OC